6-(2-((5-cyclopropyl-3-(2,6-dichlorophenyl)isoxazol-4-yl)amino)-7-azaspiro[3.5]non-7-yl)picolinic acid C1(CC1)C1=C(C(=NO1)C1=C(C=CC=C1Cl)Cl)NC1CC2(C1)CCN(CC2)C2=CC=CC(=N2)C(=O)O